tert-butyl ((3aR,4R,7S,7aR)-4-(((tert-butyldiphenylsilyl)oxy)methyl)-2,2-dimethyltetrahydro-4H-[1,3]dioxolo[4,5-c]pyran-7-yl)(4-(trifluoromethyl)pyrimidin-2-yl)carbamate [Si](C1=CC=CC=C1)(C1=CC=CC=C1)(C(C)(C)C)OC[C@H]1OC[C@@H]([C@@H]2[C@H]1OC(O2)(C)C)N(C(OC(C)(C)C)=O)C2=NC=CC(=N2)C(F)(F)F